2-N-(8-chloroquinolin-2-yl)-5-N-[3-(4-methylpiperazin-1-yl)propyl]-4-(trifluoromethyl)pyridine-2,5-diamine ClC=1C=CC=C2C=CC(=NC12)NC1=NC=C(C(=C1)C(F)(F)F)NCCCN1CCN(CC1)C